[Br-].OC=1C(=CC=2C(C[N+]3=C(C2C1)C=C1C=CC(=CC1=C3)O)O)O 2,3,5,10-tetrahydroxy-5,6-dihydroisoquinolino[3,2-a]isoquinoline-7-ium bromide